C(C)OC(=O)N1CCN(CC1)C(=O)C=1N=C(OC1C1=C(C=CC=C1)[N+](=O)[O-])C1=CC=C(C=C1)C(F)(F)F 4-(5-(2-nitrophenyl)-2-(4-(trifluoromethyl)phenyl)Oxazole-4-carbonyl)piperazine-1-carboxylic acid ethyl ester